2-(bis(4-methoxybenzyl)amino)-4-(butylamino)-6-methylpyrimidine-5-carboxylic acid methyl ester COC(=O)C=1C(=NC(=NC1C)N(CC1=CC=C(C=C1)OC)CC1=CC=C(C=C1)OC)NCCCC